3-methyl-5,7-dihydro-4H-benzothiophen-6-one oxime CC1=CSC2=C1CCC(C2)=NO